(S)-2-amino-hexanol N[C@H](CO)CCCC